8-methyl-7-(3-(4-methylpyridazin-3-yl)-7,8-dihydro-1,6-naphthyridin-6(5H)-yl)-4H-pyrimido[1,2-b]pyridazin-4-one CC1=CC=2N(N=C1N1CC=3C=C(C=NC3CC1)C=1N=NC=CC1C)C(C=CN2)=O